CSCC1=CC(=C(C(=O)O)C=C1)N1CCC2(CC2)CC1 4-((methylthio)methyl)-2-(6-azaspiro[2.5]octan-6-yl)benzoic acid